FC(C(C(F)(F)F)(O)C1=CC=C(C=C1)C1=C(C=C(C=C1)CN1[C@H](CN(CC1)CC1=CC=NC=C1)CC(=O)OCC)C)(F)F ethyl (S)-2-(1-((4'-(1,1,1,3,3,3-hexafluoro-2-hydroxypropan-2-yl)-2-methyl-[1,1'-biphenyl]-4-yl)methyl)-4-(pyridin-4-ylmethyl)piperazin-2-yl)acetate